(5-(7-((3-methylpiperidin-1-yl)methyl)imidazo[1,5-a]pyridin-5-yl)-1-oxoisoindolin-2-yl)piperidine-2,6-dione CC1CN(CCC1)CC1=CC=2N(C(=C1)C=1C=C3CN(C(C3=CC1)=O)N1C(CCCC1=O)=O)C=NC2